N(=[N+]=[N-])C1=C(C(=C(\C=C\2/CN(C\C(\C2=O)=C/C2=C(C(=C(C(=C2F)F)N=[N+]=[N-])F)F)C)C(=C1F)F)F)F (3E,5E)-3,5-bis-(4-azido-2,3,5,6-tetrafluorobenzylidene)-1-methylpiperidin-4-one